ClC=1C(=NC=CC1)OC[C@@H](C)NC1=NC=NC2=CC=CC=C12 |r| (RS)-N-(1-((3-chloropyridin-2-yl)oxy)prop-2-yl)quinazolin-4-amine